S1C(=CC=C1)C#CC1=C(C=CC=C1)OC 2-(2-(2-thienyl)-ethynyl)anisole